CC1(OCC(O1)CNCC(=O)C1=C(N(C(=C1)C)C1=CC=C(C#N)C=C1)C)C 4-(3-(2-(((2,2-Dimethyl-1,3-dioxolan-4-yl)methyl)amino)acetyl)-2,5-dimethyl-1H-pyrrol-1-yl)benzonitrile